NC=1C=2N(C3=CC(=CC=C3N1)C(=O)OC)C(=NC2)C Methyl 4-amino-1-methylimidazo[1,5-a]quinoxaline-8-carboxylate